O=C(CC1=CN(C2=CC=CC=C12)C(=O)OCC)ONC(=O)OCC(Cl)(Cl)Cl Ethyl 3-(2-oxo-2-((((2,2,2-trichloroethoxy)carbonyl)amino)oxy)ethyl)-1H-indole-1-carboxylate